C(\C=C\C)(=O)Cl (E)-2-butenoyl chloride